O=C1CC[C@H](N1C(=O)OC(C)(C)C)C(=O)OCC 1-(tert-butyl) 2-ethyl (S)-5-oxopyrrolidine-1,2-dicarboxylate